(2S)-tert-butyl 2-methoxymethyl-4-(4-(trifluoromethyl)benzyl)pyrrolidine-1-carboxylate COC[C@H]1N(CC(C1)CC1=CC=C(C=C1)C(F)(F)F)C(=O)OC(C)(C)C